C(CCCCC(C)C)[Si](OCC)(OCC)OCC Isooctyl-triethoxysilan